2-(1-(4-amino-3-(3-fluoro-4-methoxyphenyl)-1H-pyrazolo[3,4-d]pyrimidin-1-yl)ethyl)-3-cyclopropyl-7-(trifluoromethyl)quinazolin-4(3H)-one NC1=C2C(=NC=N1)N(N=C2C2=CC(=C(C=C2)OC)F)C(C)C2=NC1=CC(=CC=C1C(N2C2CC2)=O)C(F)(F)F